5-bromo-[1,2,4]triazole BrC1=NC=NN1